threonine-HCl Cl.N[C@@H]([C@H](O)C)C(=O)O